C(C=C)OC1=C(C=C2CCN(C(C2=C1)CCC1=CNC2=CC=C(C=C12)OC)C(=O)N1CCOCC1)OC (7-(Allyloxy)-6-methoxy-1-(2-(5-methoxy-1H-indol-3-yl)ethyl)-3,4-dihydroisoquinolin-2(1H)-yl)(morpholinyl)methanone